N1C(CCC1)CCN1C(=CN2C1SC1=C2C=CC=C1)C=1C=C(C=CC1)C N-(2-(pyrrolidin-2-yl)ethyl)-2-(m-tolyl)benzo[d]imidazo[2,1-b]thiazole